PYRYLALANINE O1C(C=CC=C1)N[C@@H](C)C(=O)O